BrC=1C=C(C=CC1I)C(C)(C)C 3-bromo-4-iodotert-butylbenzene